OC(C)(C=1C=NN(C1)COCC[Si](C)(C)C)C1CCN(CC1)C(=O)OCC1=CC=CC=C1 Benzyl 4-[1-hydroxy-1-[1-(2-trimethylsilylethoxymethyl) pyrazol-4-yl]ethyl]piperidine-1-carboxylate